5-(3,4-dimethyl-1-(4-methylbenzyl)-2-oxo-5-phenyl-2,3-dihydro-1H-pyrrol-3-yl)valeronitrile CC1(C(N(C(=C1C)C1=CC=CC=C1)CC1=CC=C(C=C1)C)=O)CCCCC#N